2,6-dichloro-N-ethyl-5-iodopyrimidine-4-amine ClC1=NC(=C(C(=N1)NCC)I)Cl